CC=1OC(=NN1)C1=CC=CC=C1 2-methyl-5-phenyl-1,3,4-oxadiazole